trans-N,N-dicyclobutyl-3-(((4-((4-fluoro-2-methyl-1H-indol-5-yl)oxy)-6-methoxyquinazolin-7-yl)oxy)methyl)cyclobutylamine formate C(=O)O.C1(CCC1)N(C1CCC1)[C@@H]1C[C@H](C1)COC1=C(C=C2C(=NC=NC2=C1)OC=1C(=C2C=C(NC2=CC1)C)F)OC